BrC1=C(C(=NC(=C1)C(F)(F)F)Cl)N 4-bromo-2-chloro-6-trifluoromethyl-pyridin-3-ylamine